(Z)-6-hydroxy-2-((1-methyl-1H-indol-3-yl)methylene)benzofuran-3(2H)-one OC1=CC2=C(C(/C(/O2)=C/C2=CN(C3=CC=CC=C23)C)=O)C=C1